OC1=CC=C(C=C1)C1=COC=C1C1=CC=C(C=C1)O 3,4-bis(4-hydroxyphenyl)furan